5-(2,6-difluoro-4-(2-methyl-2H-indazol-4-yl)benzyl)-4-oxo-N-(tetrahydro-2H-pyran-4-yl)-4,5-dihydrofuro[3,2-c]pyridine-7-carboxamide FC1=C(CN2C(C3=C(C(=C2)C(=O)NC2CCOCC2)OC=C3)=O)C(=CC(=C1)C=1C3=CN(N=C3C=CC1)C)F